1-(1-(((7-(8-ethylnaphthalen-1-yl)-4-(3-(2-methoxyethyl)azepan-1-yl)-5,6,7,8-tetrahydropyrido[3,4-d]pyrimidin-2-yl)oxy)methyl)cyclopropyl)-N,N-dimethylmethanamine C(C)C=1C=CC=C2C=CC=C(C12)N1CC=2N=C(N=C(C2CC1)N1CC(CCCC1)CCOC)OCC1(CC1)CN(C)C